2-(4-methylphenoxy)-5H,6H,7H,8H,9H,10H,11H-cyclohepta[b]quinolin-11-one CC1=CC=C(OC=2C=C3C(C4=C(NC3=CC2)CCCCC4)=O)C=C1